The molecule is a phthalate ester that is the dipentyl ester of benzene-1,2-dicarboxylic acid. It has a role as a plasticiser. It is a phthalate ester and a diester. It derives from a pentan-1-ol. CCCCCOC(=O)C1=CC=CC=C1C(=O)OCCCCC